6-bromo-1-[5-(difluoromethyl)-6-(2,2-difluoro-1-methyl-ethoxy)-2-pyridyl]-5-(oxetan-3-yl-oxy)benzimidazole BrC=1C(=CC2=C(N(C=N2)C2=NC(=C(C=C2)C(F)F)OC(C(F)F)C)C1)OC1COC1